C(C)(C)NC(O[C@@H]1CO[C@@H](C1)C1=CC(=NN1)NC1=NC=CC2=C1SC=N2)=O |o1:6,9| rel-(3S,5S)-5-(3-(thiazolo[5,4-c]pyridin-4-ylamino)-1H-pyrazol-5-yl)tetrahydrofuran-3-yl isopropylcarbamate